C(C)OC(C(OC)P(=O)(OCC)OCC)=O 2-(diethoxyphosphoryl)-2-methoxyacetic acid ethyl ester